2-acetyl-3-(4-fluorophenyl)-3,4-dihydropyrazol C(C)(=O)N1N=CCC1C1=CC=C(C=C1)F